C(=O)=C1NC2=NC=C(C3=CC=CC1=C23)N2N=CC(=C2C(F)(F)F)C(=O)NC2=CC(=NC=C2)C(F)(F)F 1-(2-carbonyl-1,2-dihydropyrrolo[4,3,2-ij]isoquinolin-6-yl)-5-trifluoromethyl-N-(2-trifluoromethylpyridine-4-yl)-1H-pyrazole-4-carboxamide